BrC1=CC=C(C=C1)S(=O)(=O)N1C[C@@H]([C@@H](CC1)NC1=NC=C(C=N1)C(F)(F)F)O (3S,4R)-1-((4-bromophenyl)sulfonyl)-4-((5-(trifluoromethyl)pyrimidin-2-yl)amino)piperidin-3-ol